C(C)(C)(C)C=1C=C(NN1)NC(=O)NC1=CC=C(C=C1)N1C=NC2=C1C=CC(=C2)OCCNC2=C1C(N(C(C1=CC=C2)=O)C2C(NC(CC2)=O)=O)=O (5-tert-butyl-2H-pyrazol-3-yl)-3-[4-(5-{2-[2-(2,6-dioxo-piperidin-3-yl)-1,3-dioxo-2,3-dihydro-1H-isoindol-4-ylamino]-ethoxy}benzimidazol-1-yl)-phenyl]-urea